N-(1-Cyanocyclopropyl)-9-(5-(difluoromethyl)-1,3,4-thiadiazol-2-yl)-4-(4-isobutyrylpiperazin-1-yl)-9H-pyrimido[4,5-b]indole-7-sulfonamide C(#N)C1(CC1)NS(=O)(=O)C1=CC=C2C3=C(N(C2=C1)C=1SC(=NN1)C(F)F)N=CN=C3N3CCN(CC3)C(C(C)C)=O